C(C)C(CC(N)(N1N=NC2=C1C=CC=C2C)CC(CCCC)CC)CCCC bis(2-ethylhexyl)-methyl-1H-benzotriazole-1-methanamine